COC(C(=CC1=CC=CC=C1)C=1N=NN(C1)CC1=CC=C(C=C1)[N+](=O)[O-])=O (1-(4-nitrobenzyl)-1H-1,2,3-triazol-4-yl)cinnamic acid methyl ester